NC=1SC2=C(N1)CCCC2=O 2-Amino-5,6-dihydro-4H-benzothiazol-7-one